C(CC)NC(=O)C=1C=C(C=NC1)C1=CC=NC=C1 N-propyl-3,4'-bipyridine-5-carboxamide